ClC1=C2CCN([C@@H](C2=C(C=C1)OCC=1C=C2C(=NC1)N(C=N2)C)CN2C(CCC2)=O)C(=O)C2CCCCC2 (1S,2R)-2-((S)-5-Chloro-8-((3-methyl-3H-imidazo[4,5-b]pyridin-6-yl)methoxy)-1-((2-oxopyrrolidin-1-yl)methyl)-1,2,3,4-tetrahydroisochinolin-2-carbonyl)cyclohexan